OC[C@H]1N(C=CNC1=O)C(=O)OCC1=CC=CC=C1 benzyl (R)-2-(hydroxymethyl)-3-oxo-3,4-dihydropyrazine-1(2H)-carboxylate